C(C)(=O)OCCOC1=CC=C(C=C1)C(C1=NC=CC=C1)C1=CC=C(C=C1)OCC1=CC=CC=C1 2-(4-((4-(benzyloxy)phenyl)(pyridin-2-yl)methyl)phenoxy)ethyl acetate